ClC1=C(C=CC=C1NC1=CC=C(C=C1)C)[C@@]1(CC(N(C(N1)=N)C1CCOCC1)=O)C (6S)-6-[2-Chloro-3-(4-methyl-anilino)phenyl]-2-imino-6-methyl-3-(tetrahydropyran-4-yl)hexahydropyrimidin-4-one